N-[4-(3-fluoropropoxy)-[1,3]thiazolo[5,4-c]pyridin-2-yl]-3-{[7-(5-methyl-1,2,4-oxadiazol-3-yl)isoquinolin-1-yl]amino}propanamide FCCCOC1=NC=CC2=C1SC(=N2)NC(CCNC2=NC=CC1=CC=C(C=C21)C2=NOC(=N2)C)=O